CN1CC(C1)(C)[C@@](C=1C=C(C=NC1)C1=NOC(=N1)[C@@]1(CC(N(C1)C)=O)C)(C1=CC=C(C=C1)C(C)C)O (R)-4-(3-{5-[(R)-(1,3-dimethyl-azetidin-3-yl)-hydroxy-(4-isopropyl-phenyl)-methyl]-pyridin-3-yl}-[1,2,4]Oxadiazol-5-yl)-1,4-dimethyl-pyrrolidin-2-one